FC1=C(C=C(C=C1C1=NC=CN=C1C1=C(C=C(C=C1)C=1C=NNC1)OCOC)C=1C=NNC1)O (1S,2R,3R,5R)-2-fluoro-3-([2-(methoxymethoxy)-4-(1H-pyrazol-4-yl)phenyl]pyrazin-2-yl)-5-(1H-pyrazol-4-yl)phenol